COC=1C(=CN(C1C1=C(C=C(C=C1F)F)F)S(=O)(=O)C=1C=NC=CC1)CNC([2H])([2H])[2H] ((4-methoxy-1-(pyridin-3-ylsulfonyl)-5-(2,4,6-trifluorophenyl)-1H-pyrrol-3-yl)methyl)methane-d3-amine